5-fluoropicolinoyl chloride FC=1C=CC(=NC1)C(=O)Cl